N1-benzyl-pseudouridine 2-methoxyethyl-(1S,2R,5R)-3-((6-(benzo[d]oxazol-2-yloxy)pyridin-3-yl)sulfonyl)-2-(hydroxycarbamoyl)-3,8-diazabicyclo[3.2.1]octane-8-carboxylate COCC[C@]12[C@@H](N(C[C@@H](CC1)N2C(=O)OC[C@@H]2[C@H]([C@H]([C@@H](O2)C2=CN(C(=O)NC2=O)CC2=CC=CC=C2)O)O)S(=O)(=O)C=2C=NC(=CC2)OC=2OC1=C(N2)C=CC=C1)C(NO)=O